C(C)(C)(C)OC(=O)N1C2CC2N(CC1)C=1C2=C(N=C(N1)OC[C@H]1N(CCC1)C)N=C(C(=C2)Cl)Cl Tert-butyl-5-(6,7-dichloro-2-(((S)-1-methylpyrrolidin-2-yl) methoxy) pyrido[2,3-d]pyrimidin-4-yl)-2,5-diazabicyclo[4.1.0]heptane-2-carboxylate